3-chloro-4-((4-(1,1-difluoroethyl)-1-((2,4-dimethyl-6-oxo-1,6-dihydropyrimidin-5-yl)methyl)-6-oxo-1,6-dihydropyrimidin-5-yl)oxy)-5-methylbenzonitrile ClC=1C=C(C#N)C=C(C1OC1=C(N=CN(C1=O)CC1=C(N=C(NC1=O)C)C)C(C)(F)F)C